4-amino-1-(4-methoxybenzyl)-1H-pyrazole-3-carboxylic acid ethyl ester C(C)OC(=O)C1=NN(C=C1N)CC1=CC=C(C=C1)OC